4-(4-methylpiperazin-1-yl)-aniline CN1CCN(CC1)C1=CC=C(N)C=C1